[Cl-].[Cl-].C(C)(C)(C)C1=CC=C(O1)C=1C(C2=CC(=C(C(=C2C1)C1=CC=CC=C1)C)C)[Zr+2]C1C(=CC2=C(C(=C(C=C12)C)C)C1=CC=CC=C1)C=1OC(=CC1)C(C)(C)C Bis[2-(5-tert-butyl-2-furyl)-4-phenyl-5,6-dimethyl-1-indenyl]zirconium dichloride